SC1=C(C(C(=O)OCC)=CC=C1)O ethyl 3-mercaptosalicylate